IC=1C=C(COC=2C=C3CCC(C3=CC2)N2CC(C2)C(=O)OC(C)(C)C)C=CC1 tert-butyl 1-(5-((3-iodobenzyl)oxy)-2,3-dihydro-1H-inden-1-yl)-azetidine-3-carboxylate